tert-butyl 2-chloro-4-hydroxy-spiro[4,5-dihydrothieno[2,3-c]pyran-7,4'-piperidine]-1'-carboxylate ClC1=CC2=C(S1)C1(CCN(CC1)C(=O)OC(C)(C)C)OCC2O